C1(CC1)C=1N=NN(C1)C(C(=O)N1C(CC(C1)O)C(=O)NCC1=C(C=C(C=C1)C1=C(N=CS1)C)OC1CCNCC1)C(C)C ((4-cyclopropyl-1H-1,2,3-triazol-1-yl)-3-methylbutanoyl)-4-hydroxy-N-(4-(4-methylthiazol-5-yl)-2-(piperidin-4-yloxy)benzyl)pyrrolidine-2-carboxamide